(2-aminoethylamino)propylamine NCCNCCCN